(4-((2-acrylamidoethyl)carbamoyl)-3-fluorophenyl)boric acid C(C=C)(=O)NCCNC(=O)C1=C(C=C(C=C1)OB(O)O)F